C(C)(C)(C)OC(=O)N1CCC2(C[C@@H](NC2=O)CCN2[C@@H](CN(CC2)C2=CC=C(C=C2)F)C)CC1 (R)-3-(2-((R)-4-(4-fluorophenyl)-2-methylpiperazin-1-yl)ethyl)-1-oxo-2,8-diazaspiro[4.5]decane-8-carboxylic acid tert-butyl ester